2-Amino-4-phenyl-4-oxo-butyric acid NC(C(=O)O)CC(=O)C1=CC=CC=C1